C(C)C=1C(=NC(=NC1OC)N)OC (5-ethyl-4,6-dimethoxy-pyrimidin-2-yl)amine